r-bis(2-ethylhexyl) terephthalate C(C1=CC=C(C(=O)OCC(CCCC)CC)C=C1)(=O)OC[C@@H](CCCC)CC